C(#N)CC1=CC=C(C=C1)NC(=O)C1C(CCC(C1)(C)C)C(C)C N-[4-(Cyanomethyl)phenyl]-2-isopropyl-5,5-dimethylcyclohexancarboxamid